[Si](C)(C)(C(C)(C)C)OCC(C1=C(C(=CC=C1)Cl)F)NC(CCl)=O N-(2-(tert-butyldimethylsilyloxy)-1-(3-chloro-2-fluorophenyl)ethyl)-2-chloroacetamide